N-(2-phenylpropan-2-yl)-1-[4-(5-{2-[3-(trifluoromethoxy)phenyl]acetamido}-1,3,4-thiadiazol-2-yl)butyl]-1H-1,2,3-triazole-4-carboxamide C1(=CC=CC=C1)C(C)(C)NC(=O)C=1N=NN(C1)CCCCC=1SC(=NN1)NC(CC1=CC(=CC=C1)OC(F)(F)F)=O